(R)-N-(2-chloro-4-fluoro-3-((5-fluoro-3-methyl-4-oxo-3,4-dihydroquinazolin-6-yl)amino)phenyl)-3-(methoxy-d3)pyrrolidine-1-sulfonamide Trifluoroacetate FC(C(=O)O)(F)F.ClC1=C(C=CC(=C1NC=1C(=C2C(N(C=NC2=CC1)C)=O)F)F)NS(=O)(=O)N1C[C@@H](CC1)OC([2H])([2H])[2H]